racemic-epoxyethane C1CO1